NC1=CC(=NC(=C1)F)NC1=CC=NC=2C=C3C(=CC12)S(C(=C3)C)(=O)=O 8-((4-amino-6-fluoropyridin-2-yl)amino)-2-methylthieno[2,3-g]quinoline 1,1-dioxide